C(CNCCN)N 2,2'-Diaminodiethylamine